tert-butyl (R,E)-2-(2-(N-(tert-butoxycarbonyl)sulfamoyl)vinyl)pyrrolidine-1-carboxylate C(C)(C)(C)OC(=O)NS(=O)(=O)/C=C/[C@@H]1N(CCC1)C(=O)OC(C)(C)C